2,6-dichloro-N-((1s,3s)-3-(6-((2-(1-((1-(2-(2,6-dioxopiperidin-3-yl)-1,3-dioxoisoindolin-5-yl)piperidin-4-yl)methyl)piperidin-4-yl)ethyl)amino)-9H-purin-9-yl)cyclobutyl)benzamide ClC1=C(C(=O)NC2CC(C2)N2C3=NC=NC(=C3N=C2)NCCC2CCN(CC2)CC2CCN(CC2)C=2C=C3C(N(C(C3=CC2)=O)[C@@H]2C(NC(CC2)=O)=O)=O)C(=CC=C1)Cl